(R)-2-chloro-6-(3-hydroxy-3-methylpiperidin-1-yl)pyrimidine-4-carbonitrile ClC1=NC(=CC(=N1)C#N)N1C[C@](CCC1)(C)O